C(O)C(CC)(CO)CO 1,1,1-Trimethylolpropane